C(C)OCC(COC(C)COC(C)COC(C)COC(C)COC(C)COC(C)CO)O ethoxyheptapropylene glycol